(R)-2,2-difluoro-7-methyl-6,7-dihydro-[1,3]dioxolo[4,5-f]benzofuran-7-carboxylic acid FC1(OC2=CC3=C([C@](CO3)(C(=O)O)C)C=C2O1)F